7-((3-butylnonyl)oxy)-7-oxoheptanoic acid C(CCC)C(CCOC(CCCCCC(=O)O)=O)CCCCCC